tert-butyl (1R,5S)-3-(7-bromo-2-chloro-8-fluoro-quinazolin-4-yl)-1-(methoxymethyl)-3,8-diazabicyclo[3.2.1]octane-8-carboxylate BrC1=CC=C2C(=NC(=NC2=C1F)Cl)N1C[C@]2(CC[C@@H](C1)N2C(=O)OC(C)(C)C)COC